ethyl ((R or S)-((((2R,5R)-5-(4-amino-5-fluoro-2-oxopyrimidin-1(2H)-yl)-4-fluoro-2,5-dihydrofuran-2-yl) oxy) methyl) (phenoxy)phosphoryl)-L-alaninate NC1=NC(N(C=C1F)[C@H]1C(=C[C@H](O1)OC[P@@](=O)(OC1=CC=CC=C1)N[C@@H](C)C(=O)OCC)F)=O |o1:15|